OC1CC(CCC1)=O 3-hydroxycyclohexanone